C(C)[SiH2][Sb]([SiH2]CC)[SiH2]CC tris(ethylsilyl)antimony